N-(4-(4-Amino-6-ethynyl-5-(quinolin-3-yl)-7H-pyrrolo[2,3-d]pyrimidin-7-yl)bicyclo-[2.2.1]heptan-1-yl)-3-(fluoromethyl)-1-methyl-1H-pyrazole-5-carboxamide NC=1C2=C(N=CN1)N(C(=C2C=2C=NC1=CC=CC=C1C2)C#C)C21CCC(CC2)(C1)NC(=O)C1=CC(=NN1C)CF